BrCCOCCOCCNC1=C2C(N(C(C2=CC=C1)=O)C1C(NC(CC1)=O)=O)=O 4-((2-(2-(2-bromoethoxy)ethoxy)ethyl)amino)-2-(2,6-dioxopiperidin-3-yl)isoindoline-1,3-dione